FC=1C(=NC2=C(C#CCCC3=C2C=CC=C3)C1)F difluoro-aza-dibenzocyclooctyne